3-(7-(difluoromethyl)-6-(1-methyl-1H-pyrazol-4-yl)-3,4-dihydroquinolin-1(2H)-yl)-N-methyl-1,4,6,7-tetrahydro-5H-pyrazolo[4,3-c]pyridine-5-carboxamide FC(C1=C(C=C2CCCN(C2=C1)C1=NNC2=C1CN(CC2)C(=O)NC)C=2C=NN(C2)C)F